5-fluoro-3,3,8-trimethyl-3,4-dihydroquinoxaline-2(1H)-thione FC1=C2NC(C(NC2=C(C=C1)C)=S)(C)C